Methyl 5-amino-4-(4-((tert-butoxycarbonyl)amino)but-1-yn-1-yl)-2-methylbenzoate NC=1C(=CC(=C(C(=O)OC)C1)C)C#CCCNC(=O)OC(C)(C)C